1-[3-[2-(3-Chlorophenyl)ethynyl]azetidin-1-yl]-4-(1H-triazol-5-yl)butan-1-one ClC=1C=C(C=CC1)C#CC1CN(C1)C(CCCC1=CN=NN1)=O